3-((Methylsulfonyl)methyl)bicyclo[1.1.1]pentan-1-amine CS(=O)(=O)CC12CC(C1)(C2)N